C(CCCCCCCCC)NC(=O)N(CCCCC)CCCCC N-decyl-N',N'-dipentylurea